8-(6-amino-2-morpholinothiazolo[4,5-b]pyridin-5-yl)-8-azabicyclo[3.2.1]octan-3-ol NC=1C=C2C(=NC1N1C3CC(CC1CC3)O)N=C(S2)N2CCOCC2